11-(3-{[(5Z,8Z,11Z,14Z)-1-oxoicosa-5,8,11,14-tetraenyl] oxy} propyl)-2-methyl-9-oxo-2,8-diaza-5,10-dioxatetradecan-14-yl (5Z,8Z,11Z,14Z)-icosa-5,8,11,14-tetraenoate C(CCC\C=C/C\C=C/C\C=C/C\C=C/CCCCC)(=O)OCCCC(OC(NCCOCCN(C)C)=O)CCCOC(CCC\C=C/C\C=C/C\C=C/C\C=C/CCCCC)=O